trans-3-(trifluoromethyl)cyclobutan-1-amine HCl Cl.FC([C@@H]1C[C@H](C1)N)(F)F